(S)-3-(1-aminoethyl)-8-((6,7-dihydro-5H-pyrrolo[1,2-a]imidazol-2-yl)ethynyl)-2-Phenylisoquinolin-1(2H)-one N[C@@H](C)C=1N(C(C2=C(C=CC=C2C1)C#CC=1N=C2N(C1)CCC2)=O)C2=CC=CC=C2